O1C(=CC=C1)C1OCCC(C1)(O)C 2-(furan-2-yl)-4-methyltetrahydropyran-4-ol